FC1=C(C(=CC(=C1)C=1C(=NNC1C)C1=CC=NC=C1)F)N1CCC2(CC1)CCNC(C2)=O 3-[2,6-difluoro-4-[5-methyl-3-(4-pyridyl)-1H-pyrazol-4-yl]phenyl]-3,9-diazaspiro[5.5]undecan-10-one